(3S)-6-fluoro-N-hydroxy-3-methyl-4-[(3-methyloxetan-3-yl)carbonyl]-3,5-dihydro-2H-1,4-benzoxazepine-8-carboximidamide FC1=CC(=CC2=C1CN([C@H](CO2)C)C(=O)C2(COC2)C)C(NO)=N